FC=1C(=NC(=NC1)N[C@H]1[C@@H](COCC1)O)C1=CC=C2C(C(=C(N(C2=C1)C(C)C)C(=O)OCC)C)=O ethyl 7-(5-fluoro-2-(((3S,4R)-3-hydroxytetrahydro-2H-pyran-4-yl)amino)pyrimidin-4-yl)-1-isopropyl-3-methyl-4-oxo-1,4-dihydroquinoline-2-carboxylate